1-(4-((6-(5-chloro-2-fluorophenyl)-3-methylpyridazin-4-yl)amino)pyridin-2-yl)-3-((1-methylpiperidin-4-yl)methyl)urea ClC=1C=CC(=C(C1)C1=CC(=C(N=N1)C)NC1=CC(=NC=C1)NC(=O)NCC1CCN(CC1)C)F